(5-(piperazin-1-yl)pyridin-2-yl)(pyrrolidin-1-yl)methanone N1(CCNCC1)C=1C=CC(=NC1)C(=O)N1CCCC1